C(CCC)[N+](C)(C)CCOC(C(=C)C)=O butyl(2-methacryloyloxyethyl)dimethylammonium